(R)-4-(1-Phenylethoxy)benzaldehyde C1(=CC=CC=C1)[C@@H](C)OC1=CC=C(C=O)C=C1